C(#N)C[C@@H]1N(CCN(C1)C1=NC(=NC2=C(C(=CC=C12)C1=CC=CC2=CC=CC(=C12)C#C)F)OC[C@]12CCCN2C[C@@H](C1)F)C(=O)OC(C)(C)C tert-butyl (S)-2-(cyanomethyl)-4-(7-(8-ethynylnaphthalen-1-yl)-8-fluoro-2-(((2R,7aS)-2-fluorotetrahydro-1H-pyrrolizin-7a(5H)-yl)methoxy)quinazolin-4-yl)piperazine-1-carboxylate